3-pyridazin-4-yl-1H-pyrazole-5-carboxylic acid N1=NC=C(C=C1)C1=NNC(=C1)C(=O)O